FC1=C(C(=CC(=C1)C=1C=NN2C1CNCC2)O)N2CC(NS2(=O)=O)=O 5-(2-Fluoro-6-hydroxy-4-(4,5,6,7-tetrahydropyrazolo[1,5-a]pyrazin-3-yl)phenyl)-1,2,5-thiadiazolidin-3-one 1,1-dioxide